CC1(OB(OC1(C)C)CCC[C@]12[C@H](CN([C@@H]1C(=O)OC)C(=O)OC(C)(C)C)SCC2)C 5-(tert-butyl) 4-methyl (3aR-4S,6aR)-3a-(3-(4,4,5,5-tetramethyl-1,3,2-dioxaborolan-2-yl)propyl)hexahydro-5H-thieno[2,3-c]pyrrole-4,5-dicarboxylate